ClC=1C2=CN(N=C2C=CC1)CC=1C=C(N(N1)C1=NC=CC=C1Cl)C(=O)OCC ethyl 5-[(4-chloroindazol-2-yl)methyl]-2-(3-chloro-2-pyridyl)pyrazole-3-carboxylate